BrC=1N=C(C(=NC1)N)N 5-bromo-2,3-pyrazinediamine